C1(CC1)C=1C(=NSC1C(=O)NC1=CC(=NC=C1)C(F)(F)F)C1=C2C=NN(C2=CC=C1)C 4-CYCLOPROPYL-3-(1-METHYL-1H-INDAZOL-4-YL)-N-(2-(TRIFLUOROMETHYL)PYRIDIN-4-YL)ISOTHIAZOLE-5-CARBOXAMIDE